O=C1NC2=CC(=CC=C2C12CCOCC2)NC(C)=O N-(2-oxospiro-[indoline-3,4'-tetrahydropyran]-6-yl)acetamide